NC(CN1CC2=CC(=CC=C2[C@H](C1)C)NC(=O)C=1C=NC=C(C1)C(F)(F)F)=O N-[(4R)-2-(2-amino-2-oxo-ethyl)-4-methyl-3,4-dihydro-1H-isoquinolin-7-yl]-5-(trifluoromethyl)pyridine-3-carboxamide